OC1=C(C(=O)OC)C=C(C=C1I)I methyl 2-hydroxy-3,5-diiodo-benzoate